CN1C(C=C(C=C1)C(CC(=O)O)N1N=CC2=CC(=CC=C12)OCCC1=NC=2NCCCC2C=C1)=O 3-(1-Methyl-2-oxo-1,2-dihydropyridin-4-yl)-3-(5-(2-(5,6,7,8-tetrahydro-1,8-naphthyridin-2-yl)ethoxy)-1H-indazol-1-yl)propanoic acid